ClC1=CC=C(C=C1)C=1C(=NC(=NC1)C=1C=NC=CC1)NC1CCN(CC1)C (4-chlorophenyl)-N-(1-methylpiperidin-4-yl)-2-(pyridin-3-yl)pyrimidin-4-amine